NC1=NC=NN2C1=CC=C2[C@H]2[C@@H]([C@@H]([C@@](O2)(C#N)COP(=O)(OC2=CC=CC=C2)N[C@H](C(=O)OCC2CC2)C)O)O (2S)-cyclopropylmethyl 2-(((((2R,3S,4R,5S)-5-(4-aminopyrrolo[2,1-f][1,2,4]triazin-7-yl)-2-cyano-3,4-dihydroxytetrahydrofuran-2-yl)methoxy)(phenoxy)phosphoryl)amino)propanoate